C(C)(C)C1=C(C=CC(=C1)C)C(C)C isopropyl-cymene